C1(CCCCC1)CC(CNC)NC (cyclohexylmethyl)-N1,N2-dimethylethane-1,2-diamine